COC1=CC=C(COCC2=C(C3=CC=CC=C3C=C2)C=O)C=C1 2-(((4-methoxybenzyl)oxy)methyl)-1-naphthaldehyde